2-methylsulfanyl-4-(tetrahydrofuran-3-ylmethylamino)pyrimidine-5-carbaldehyde CSC1=NC=C(C(=N1)NCC1COCC1)C=O